OC1=NNC(=C1)C(=O)OCC ethyl 3-hydroxy-1H-pyrazole-5-carboxylate